cis-8-dimethylamino-8-phenyl-3-[2-(piperazine-1-carbonyl)-pyrimidin-5-yl]-1,3-diazaspiro[4.5]decan-2-one CN(C1(CCC2(CN(C(N2)=O)C=2C=NC(=NC2)C(=O)N2CCNCC2)CC1)C1=CC=CC=C1)C